(2S)-2-hydrazinopropionic acid methyl ester hydrochloride Cl.COC([C@H](C)NN)=O